ClC1=CC(=NC(=C1)NC1=CC=C(C=C1)F)C(=O)NC1CC2=CC=CC=C2C1 4-chloro-N-(2,3-dihydro-1H-inden-2-yl)-6-((4-fluorophenyl)amino)picolinamide